Tert-butyl N-[(Benzenesulfonyl)[4-cyano-2-(trifluoromethyl)phenyl]methyl]carbamate C1(=CC=CC=C1)S(=O)(=O)C(NC(OC(C)(C)C)=O)C1=C(C=C(C=C1)C#N)C(F)(F)F